3-methyl-2'-(methylthio)-5',8'-dihydro-6'H-spiro[indene-1,7'-quinazoline]-4'-ol CC1=CC2(CCC=3C(=NC(=NC3C2)SC)O)C2=CC=CC=C12